2-((3,4-dimethylisoxazol-5-yl)methyl)-6-(2-(2,2,2-trifluoroethoxy)pyrimidin-5-yl)pyridazin-3(2H)-one CC1=NOC(=C1C)CN1N=C(C=CC1=O)C=1C=NC(=NC1)OCC(F)(F)F